[Si](C)(C)(C(C)(C)C)OC1CNCCC1 3-((tert-butyldimethylsilyl)oxy)piperidin